2-methyl-2H-pyrazolo[4,3-b]pyridin-6-amine CN1N=C2C(N=CC(=C2)N)=C1